OCC(C(=O)OC)C1=CC=C(C=C1)C=1C=NN(C1)C Methyl 3-hydroxy-2-(4-(1-methyl-1H-pyrazol-4-yl)phenyl)propionate